COC(=O)C=1OC=2C(=NN1)C1=CC=CC=C1C2 (methoxycarbonyl)indeno[1,2-e][1,3,4]oxadiazin